[3-(methylcarbamoyl)phenyl]boronic acid CNC(=O)C=1C=C(C=CC1)B(O)O